COC1=CC(=NC(=N1)N1CCNCC1)N1CCN(CC1)C[C@H]1CN(C[C@H](O1)C)C1=C2C=CC=NC2=C(C=C1)C#N 5-[(2S,6R)-2-[[4-(6-methoxy-2-piperazin-1-yl-pyrimidin-4-yl)piperazin-1-yl]methyl]-6-methyl-morpholin-4-yl]quinoline-8-carbonitrile